C1C=CC2=CC(=CC=C12)C(=O)[O-] Z-indene-5-carboxylate